ClC=1C=CC(=C(C1)[C@@H]1C[C@@H](C=2N1N=C(N2)S)F)F (5S,7S)-5-(5-chloro-2-fluorophenyl)-7-fluoro-6,7-dihydro-5H-pyrrolo[1,2-b][1,2,4]triazole-2-thiol